Cl.O[C@H]1C[C@@H](NC1)C(=O)O (2R,4S)-4-hydroxypyrrolidine-2-carboxylic acid hydrochloride